COC([C@@H](N)COC=1C(=CC2=C(N=C(O2)C2CC2)C1)[N+](=O)[O-])=O O-(2-cyclopropyl-6-nitrobenzo[d]oxazol-5-yl)-L-serine methyl ester